1-(3-chloro-5'-fluoro-2'-hydroxy-3'-(2-(4-hydroxy-4-methylpiperidin-1-yl)pyridin-4-yl)-[1,1'-biphenyl]-4-yl)-3-methyl-1,3-dihydro-2H-imidazol-2-one ClC=1C=C(C=CC1N1C(N(C=C1)C)=O)C1=C(C(=CC(=C1)F)C1=CC(=NC=C1)N1CCC(CC1)(C)O)O